ClC=1N=C(SC1)N1CCN(CC1)S(=O)(=O)C1=CC=C2C(=N1)CCN2C(=O)C2=CC(=CC=C2)N2CCNCC2 (5-((4-(4-chlorothiazol-2-yl)piperazin-1-yl)sulfonyl)-2,3-dihydro-1H-pyrrolo[3,2-b]pyridin-1-yl)(3-(piperazin-1-yl)phenyl)methanone